[Cl-].C[N+](CCNC(C=C)=O)(CCCCCCCCCCCCCC)C dimethyltetradecyl-(2-acrylamidoethyl)ammonium chloride